(1R,2R)-4,4-difluoro-2-((R)-5H-imidazo[5,1-a]isoindol-5-yl)cyclohexan-1-ol FC1(C[C@@H]([C@@H](CC1)O)[C@H]1N2C(C3=CC=CC=C13)=CN=C2)F